methyl 1-(4-((1-(tert-butoxycarbonyl) azetidin-3-yl) methyl)-2,6-difluorophenyl)-2-(2,2-difluoropropyl)-3-methyl-2,3,4,9-tetrahydro-1H-pyrido[3,4-b]indole-6-carboxylate C(C)(C)(C)OC(=O)N1CC(C1)CC1=CC(=C(C(=C1)F)C1N(C(CC2=C1NC1=CC=C(C=C21)C(=O)OC)C)CC(C)(F)F)F